NC1=NC=CC=C1C1=NC2=C(N1C=1C=CC(=NC1)NC(=O)C1=CC=C(C(=O)O)C=C1)C=C(C=C2)C(C)C 4-((5-(2-(2-aminopyridin-3-yl)-6-isopropyl-1H-benzo[d]imidazol-1-yl)pyridin-2-yl)carbamoyl)benzoic acid